O[C@H]1[C@@H](O[C@H]2[C@H]1O[Si](O[Si](OC2)(C(C)C)C(C)C)(C(C)C)C(C)C)N2C(NC(C=C2)=O)=O 1-((6aR,8R,9R,9aS)-9-hydroxy-2,2,4,4-tetraisopropyltetrahydro-6H-furo[3,2-f][1,3,5,2,4]trioxadisilocin-8-yl)pyrimidine-2,4(1H,3H)-dione